C1(C=CC=C1)[Yb](C1C=CC=C1)C1C=CC=C1 tris-cyclopentadienyl-ytterbium